methyl N-(2-(4-((tert-butoxycarbonyl)amino)phenyl)thiazole-4-carbonyl)-O-(tert-butyldiphenylsilyl)-L-serinate C(C)(C)(C)OC(=O)NC1=CC=C(C=C1)C=1SC=C(N1)C(=O)N[C@@H](CO[Si](C1=CC=CC=C1)(C1=CC=CC=C1)C(C)(C)C)C(=O)OC